NC1=NC(=NC=C1)C=1C=C(C=C(C1)Cl)C1CS(C2(CC2)CN1C(C=C)=O)(=O)=O 1-(6-(3-(4-aminopyrimidin-2-yl)-5-chlorophenyl)-4,4-dioxido-4-thia-7-azaspiro[2.5]octan-7-yl)prop-2-en-1-one